1,2'-O-dimethyl-guanosine methyl-5-(chlorosulfonyl)-3-fluorothiophene-2-carboxylate CC=1C(=C(SC1S(=O)(=O)Cl)C(=O)OC[C@@H]1[C@H]([C@H]([C@@H](O1)N1C=NC=2C(=O)N(C(N)=NC12)C)OC)O)F